benzyl 4-[4-(1,4-dioxa-8-azaspiro[4.5]decan-8-yl)phenyl]piperidine-1-carboxylate O1CCOC12CCN(CC2)C2=CC=C(C=C2)C2CCN(CC2)C(=O)OCC2=CC=CC=C2